C1(=CC=CC=C1)[C@@H](C)NC(=O)NCCC[Si](OC)(OC)OC (R)-N-1-phenylethyl-N'-trimethoxysilylpropyl-urea